BrC=1C=CC(=C(C1)C1(CC1)C=1C=NN(C1)CC1OCCCC1)C 4-(1-(5-bromo-2-methylphenyl)cyclopropyl)-1-((tetrahydro-2H-pyran-2-yl)methyl)-1H-pyrazole